(3-{(R*)-1-[(S)-1-(2,3-dihydrobenzo[1,4]dioxin-2-yl)methyl]piperidin-3-yl}phenoxy)acetic acid O1[C@H](COC2=C1C=CC=C2)CN2C[C@H](CCC2)C=2C=C(OCC(=O)O)C=CC2 |o1:13|